N1N=CC=C1C1=NC=CC(=C1)CN1C(N(C(C1(C)C)=O)C1=CC=C(C=C1)C(C)(C)C)=O 1-((2-(1H-pyrazol-5-yl)pyridin-4-yl)methyl)-3-(4-(tert-butyl)phenyl)-5,5-dimethylimidazoline-2,4-dione